2-(3-((S)-2-((S)-fluoro(4-methyl-4H-1,2,4-triazol-3-yl)methyl)oxetan-2-yl)phenyl)-6-(((S)-2-isopropyl-4-methylpiperazin-1-yl)methyl)-4-(trifluoromethyl)isoindolin-1-one F[C@H]([C@@]1(OCC1)C=1C=C(C=CC1)N1C(C2=CC(=CC(=C2C1)C(F)(F)F)CN1[C@H](CN(CC1)C)C(C)C)=O)C1=NN=CN1C